FC(C1=CC=C(C(=N1)CC)S(=O)(=O)N1CC2(CN(C2)C2CCC(CC2)(O)C)C1)F (1r,4r)-4-(6-((6-(difluoromethyl)-2-ethylpyridin-3-yl)sulfonyl)-2,6-diazaspiro[3.3]heptan-2-yl)-1-methylcyclohexan-1-ol